1-{4-[(2S)-2,3-dihydro-1,4-benzodioxin-2-yl]benzyl}-4-methylpiperidine-4-carboxylic acid O1[C@H](COC2=C1C=CC=C2)C2=CC=C(CN1CCC(CC1)(C(=O)O)C)C=C2